(1r,4r)-4-(2-(2-Chloro-5-cyclopropyl-8-oxothieno[2',3':4,5]pyrrolo[1,2-d][1,2,4]triazin-7(8H)-yl)acetamido)cyclohexane-1-carboxylic acid ClC1=CC2=C(C=C3N2C(=NN(C3=O)CC(=O)NC3CCC(CC3)C(=O)O)C3CC3)S1